3,4-bis(benzyloxy)-5-(difluoromethoxy)-2-fluorobenzoic acid C(C1=CC=CC=C1)OC=1C(=C(C(=O)O)C=C(C1OCC1=CC=CC=C1)OC(F)F)F